(S)-N-{(S)-2-[6-bromo-3-fluoro-4-(trimethylsilyl)pyridine-2-yl]-1-[2-(6-cyanobenzo[d]isoxazol-3-yl)phenyl]ethyl}-2-methylpropane-2-sulfinamide BrC1=CC(=C(C(=N1)C[C@@H](C1=C(C=CC=C1)C1=NOC2=C1C=CC(=C2)C#N)N[S@@](=O)C(C)(C)C)F)[Si](C)(C)C